2,6-dichloro-4-aminopyridine ClC1=NC(=CC(=C1)N)Cl